FC(CF)(I)F 1,1,2-trifluoro-1-iodo-ethane